C(C)(C)(C)C1C(N(CCN1C(=O)O)C(=O)O)(CCO)C(C)(C)C di-tert-butyl-2-(2-hydroxyethyl)piperazine-1,4-dicarboxylic acid